D,L-ascorbic acid O=C1C(O)=C(O)[C@@H](O1)[C@H](O)CO |r|